ClC1=CC=C(S1)C1N(C(=CC=N1)C1=CC=C(C=C1)OC(F)(F)F)CC(C)(C)O 2-(5-Chlorothiophen-2-yl)-N-(2-hydroxy-2-methylpropyl)-6-[4-(trifluoromethoxy)phenyl]pyrimidin